[N+](=O)([O-])C1=CC=C(OC(=O)O[C@H]2[C@H](OC(C)=O)[C@@H](OC(C)=O)[C@H](OC(C)=O)[C@H](O2)COC(C)=O)C=C1 1-O-(4-nitrophenoxycarbonyl)-2,3,4,6-tetra-O-acetyl-β-D-glucopyranose